1-(5-methoxypyridin-2-yl)-4-[2-(3-methyl-1,2,4-oxadiazol-5-yl)-6-azaspiro[3.4]oct-6-yl]cyclohexanecarbonitrile COC=1C=CC(=NC1)C1(CCC(CC1)N1CC2(CC(C2)C2=NC(=NO2)C)CC1)C#N